[Br-].C[N+](CC(COCCCCCCCCCCCCCC)OCCCCCCCCCCCCCC)(CCO)C dimethyl-2-hydroxyethyl-2,3-ditetradecyloxypropylammonium bromide